(2s,4s)-2-(4-(4-(difluoromethyl)phenyl)piperidine-1-carbonyl)-7-oxa-5-azaspiro[3.4]Octane-6-one FC(C1=CC=C(C=C1)C1CCN(CC1)C(=O)C1CC2(C1)NC(OC2)=O)F